C(=O)C1=C(C=C(C=C1C(=O)O)C(=O)O)C1=CC=C(C=C1)OC formyl-4'-methoxy-3,5-dicarboxy-1,1'-biphenyl